ClC1=CC=C(C=C1)N(C1=CC=CC=C1)C1=CC=CC=C1 (4-chloro-phenyl)-diphenylamine